(R)-2'-(5-(1-cyano-3-fluoropiperidin-3-yl)-1,3,4-oxadiazol-2-yl)-[4,4'-bipyridine]-2-carbonitrile C(#N)N1C[C@@](CCC1)(F)C1=NN=C(O1)C1=NC=CC(=C1)C1=CC(=NC=C1)C#N